OCC1CCC(CC1)COC1=CC=C(C=C1)NC(OC1=CC=C(C=C1)[N+](=O)[O-])=O 4-nitrophenyl (4-(((1s,4s)-4-(hydroxymethyl)cyclohexyl)methoxy)phenyl)carbamate